4-(1-(3,4-dimethoxybenzyl)-1H-pyrrol-2-yl)-2-(methylsulfonyl)-6-(trifluoromethyl)pyrimidine COC=1C=C(CN2C(=CC=C2)C2=NC(=NC(=C2)C(F)(F)F)S(=O)(=O)C)C=CC1OC